NCCC[Si](O[Si](C)(C)C)(O[Si](C)(C)C)C 3-aminopropyl-methyl-bis(trimethylsiloxy)silane